Benzyl ((1-(2-aminoethyl)piperidin-4-yl)methyl)carbamate NCCN1CCC(CC1)CNC(OCC1=CC=CC=C1)=O